N1=CN=C2N(C=NC2=C1)CCC#N 3-(9H-purin-9-yl)propionitrile